C(=O)([O-])C(O)C(O)C(=O)[O-].[K+].[Na+] Sodium-Potassium tartrate